BrC(C(=O)OC)CBr methyl 2,3-dibromopropionate